tert-butyl (E)-4-cyclopropyl-2-((dimethylamino)methylene)-3-oxo-4-(trifluoromethyl)pyrrolidine-1-carboxylate C1(CC1)C1(C(\C(\N(C1)C(=O)OC(C)(C)C)=C/N(C)C)=O)C(F)(F)F